bisacryl-1,2-diaminoethane C(=O)(C=C)C(C(N)C(=O)C=C)N